CC1=NOC(=N1)C1CN(C1)CCOC1=CC=2N(C=C1)C(=CN2)C2=CC(=NC=N2)NCC2=CC=C(C=C2)C=2C=NN(C2)C [6-(7-{2-[3-(3-methyl-[1,2,4]oxadiazol-5-yl)-azetidin-1-yl]-ethoxy}-imidazo[1,2-a]pyridin-3-yl)-pyrimidin-4-yl]-[4-(1-methyl-1H-pyrazol-4-yl)-benzyl]-amine